O.C(\C=C\C(=O)O)(=O)O fumaric acid monohydrate